C1(CC1)C=1C=2N(N=C(C1)C(=O)N1[C@@H](C3=CC=CC=C3CC1)C)C=C(N2)C2=C(C=C(C=C2)N2C[C@@H]([C@H](C2)O)O)F (8-cyclopropyl-2-(4-((3S,4S)-3,4-dihydroxypyrrolidin-1-yl)-2-fluorophenyl)imidazo[1,2-b]pyridazin-6-yl)((R)-1-methyl-3,4-dihydroisoquinolin-2(1H)-yl)methanone